1-(6-bromo-3,4-dihydroisoquinolin-2(1H)-yl)-2-(4-methylpiperazin-1-yl)ethan-1-one BrC=1C=C2CCN(CC2=CC1)C(CN1CCN(CC1)C)=O